CC=1N2C=3C=NC4=CC=C(C=C4C3NC2=NN1)C=1C=NC=CC1 12-methyl-4-(pyridin-3-yl)-8,11,13,14,16-pentaazatetracyclo-[8.6.0.02,7.011,15]Hexadec-1(10),2,4,6,8,12,14-heptaene